C(#N)C1=CC=C(C=N1)N1C[C@H](CCC1)NC(OC(C)(C)C)=O tert-butyl N-[(3S)-1-(6-cyano-3-pyridyl)-3-piperidyl]carbamate